BrC1=CC(=C(C=C1)Cl)CC1=CC=C(C=C1)OCC 4-Bromo-2-(4'-Ethoxy-benzyl)-1-chlorobenzene